N(C1=CC=CC=C1)C1=C(NC2=C1C(N(C[C@@H]2CC(F)F)C)=O)C2=CC(=NC=C2)NC(CC2=CC=C(C=C2)F)=O N-{4-[(7S)-3-Anilino-7-(2,2-difluoroethyl)-5-methyl-4-oxo-4,5,6,7-tetrahydro-1H-pyrrolo[3,2-c]pyridin-2-yl]pyridin-2-yl}-2-(4-fluorophenyl)acetamid